[1,2,4]triazine-6-carboxylate N1=NC=NC=C1C(=O)[O-]